adamantane-1,3-dicarboxylic acid C12(CC3(CC(CC(C1)C3)C2)C(=O)O)C(=O)O